bis(2,4-di-tert-butyl-5-methyl-phenyl) ethyl phosphite P(OC1=C(C=C(C(=C1)C)C(C)(C)C)C(C)(C)C)(OC1=C(C=C(C(=C1)C)C(C)(C)C)C(C)(C)C)OCC